NC([C@@](C(F)(F)F)(C)NC(C(=O)C=1N2CCCC2=C(C1C)C(=O)OC(C)(C)C)=O)=O tert-butyl (R)-5-(2-((3-amino-1,1,1-trifluoro-2-methyl-3-oxopropan-2-yl)amino)-2-oxoacetyl)-6-methyl-2,3-dihydro-1H-pyrrolizine-7-carboxylate